C(C)OC=1C(=CC2=C(OCCN2C)N1)S(=O)(=O)N1CCC2(CC(CO2)NC[C@@H](COC=2C=C(C=CC2)S(=O)(=O)NC)O)CC1 3-((2S)-3-(8-(6-ethoxy-1-methyl-2,3-dihydro-1H-pyrido[2,3-b][1,4]oxazin-7-ylsulfonyl)-1-oxa-8-azaspiro[4.5]dec-3-ylamino)-2-hydroxypropoxy)-N-methylbenzenesulfonamide